F[C@H]1[C@H](N(C[C@@H]1O)C([C@H](C(C)(C)C)NC(OC(C)(C)C)=O)=O)C(NCC1=CC=C(C=C1)C1=C(N=CS1)C)=O tert-butyl ((S)-1-((2R,3S,4S)-3-fluoro-4-hydroxy-2-((4-(4-methylthiazol-5-yl)benzyl)carbamoyl)pyrrolidin-1-yl)-3,3-dimethyl-1-oxobutan-2-yl)carbamate